[Nb].[Ni].[N] nitrogen nickel niobium